Cl.COC(=O)[C@@]1(CNCC[C@@H]1C(F)F)C (3S,4S)-4-(difluoromethyl)-3-methylpiperidine-3-carboxylic acid methyl ester hydrochloride